N-ethyl-5-fluoro-2-(1-fluoro-3-methyl-6-{1-[(3S)-2-methyl-6-oxohexan-3-yl]azetidin-3-yl}imidazo[1,5-a]pyridin-8-yl)-N-(isopropyl)benzamide C(C)N(C(C1=C(C=CC(=C1)F)C=1C=2N(C=C(C1)C1CN(C1)[C@H](C(C)C)CCC=O)C(=NC2F)C)=O)C(C)C